(R)-5-chloro-2-fluoro-4-((3-methyl-1-phenylbutyl)amino)-N-(thiazol-2-yl)benzenesulfonamide ClC=1C(=CC(=C(C1)S(=O)(=O)NC=1SC=CN1)F)N[C@H](CC(C)C)C1=CC=CC=C1